O=C1NC(CC[C@@H]1NC(=O)[C@@H]1CCCC2=CC=CC=C12)=O (1R)-N-[(3S)-2,6-dioxopiperidin-3-yl]-1,2,3,4-tetrahydronaphthalene-1-carboxamide